N=1NN=NC1C1=C(C=CC=C1)C1=NC(=CC(=C1)NC(CC1=C(C=CC=C1)C(F)(F)F)=O)N(CCC)CC1=CC=CC=C1 N-(2-(2-(2H-tetrazol-5-yl)phenyl)-6-(benzyl(propyl)amino)pyridin-4-yl)-2-(2-(trifluoromethyl)phenyl)acetamide